tert-Butyl (3R,4S)-3-fluoro-4-((4-(1-(5-fluoro-6-methoxypyridin-3-yl)-4,5,7,8-tetrahydro-1H-oxepino[4,5-c]pyrazol-3-yl)-1H-pyrazol-1-yl)methyl)piperidine-1-carboxylate F[C@H]1CN(CC[C@H]1CN1N=CC(=C1)C=1C2=C(N(N1)C=1C=NC(=C(C1)F)OC)CCOCC2)C(=O)OC(C)(C)C